CC1=CC=C(C=C1)S(=O)(=O)OC1=CC=C(C=C1)C O-cresyl p-toluenesulfonate